4-[2-methyl-2-(trifluoromethoxy)propanoyl]-3,5-dihydro-2H-pyrido[3,4-f][1,4]oxazepine-9-carbonitrile CC(C(=O)N1CCOC2=C(C1)C=NC=C2C#N)(C)OC(F)(F)F